Bromo-2-propionylbenzoic acid BrC=1C(=C(C(=O)O)C=CC1)C(CC)=O